5-hydroxy-10-(hydroxymethyl)-3-methylidene-2-oxo-2H,3H,3aH,4H,5H,8H,9H,11aH-cyclodeca[b]furan-4-yl 2-methylprop-2-enoate CC(C(=O)OC1C(C=CCCC(=CC2OC(C(C21)=C)=O)CO)O)=C